ClC=1C=C(C=C(C1OC=1C(=C2C3=C(NC2=C(C1)F)C(OCC3(C)C)(C)C)F)Cl)N3N=C(C(NC3=O)=O)C#N 2-(3,5-dichloro-4-((5,8-difluoro-1,1,4,4-tetramethyl-1,3,4,9-tetrahydro-pyrano[3,4-b]indol-6-yl)oxy)phenyl)-3,5-dioxo-2,3,4,5-tetrahydro-1,2,4-triazine-6-carbonitrile